N-(4-Cyano-2-(2,3,5-trichlorophenyl)oxazol-5-yl)-6-(dimethylamino)hexanamide hydrochloride Cl.C(#N)C=1N=C(OC1NC(CCCCCN(C)C)=O)C1=C(C(=CC(=C1)Cl)Cl)Cl